rac-tert-butyl 4-(4-(4,7-dichloro-2-(1-((R)-6-fluoro-6,7-dihydro-5H-pyrrolo[1,2-c]imidazol-1-yl)-2-oxo-2-(thiazol-2-ylamino)ethyl)-2H-indazol-6-yl)phenoxy)piperidine-1-carboxylate ClC=1C2=CN(N=C2C(=C(C1)C1=CC=C(OC2CCN(CC2)C(=O)OC(C)(C)C)C=C1)Cl)[C@@H](C(NC=1SC=CN1)=O)C1=C2N(C=N1)C[C@@H](C2)F |&1:31|